N-{2-[2-(trifluoromethyl)-7,8-dihydro-6H-indeno[5,4-d][1,3]oxazol-8-yl]ethyl}acetamide FC(C=1OC2=C(N1)C=CC=1CCC(C12)CCNC(C)=O)(F)F